OCCOC1=CC=C(C=C1)OCCO 1,4-Bis(2-hydroxyethoxy)benzene